15-pentadec-11-enolide C1(CCCCCCCCCC=CCCCO1)=O